(R)-3-(5-(4-((1-(4-((1S,2S)-6-hydroxy-2-isopropyl-1,2,3,4-tetrahydronaphthalen-1-yl)phenyl)piperidin-4-yl)methyl)piperazin-1-yl)-1-oxoisoindolin-2-yl)piperidine-2,6-dione OC=1C=C2CC[C@H]([C@H](C2=CC1)C1=CC=C(C=C1)N1CCC(CC1)CN1CCN(CC1)C=1C=C2CN(C(C2=CC1)=O)[C@H]1C(NC(CC1)=O)=O)C(C)C